[(3R,4R)-3-fluoro-1-piperidyl]oxyl-2-methyl-2,3-dihydro-1,4-benzoxazepin-5-one dihydrochloride Cl.Cl.F[C@H]1CN(CCC1)OC1(OC2=C(C(NC1)=O)C=CC=C2)C